tert-Butyl 4-bromo-2-nitrophenylcarbamate BrC1=CC(=C(C=C1)NC(OC(C)(C)C)=O)[N+](=O)[O-]